N-(3-(5-chloro-2-ethoxyphenyl)-1-((3S,4R)-4-hydroxytetrahydrofuran-3-yl)-1H-pyrazol-4-yl)pyrazolo[1,5-a]pyrimidine-3-carboxamide ClC=1C=CC(=C(C1)C1=NN(C=C1NC(=O)C=1C=NN2C1N=CC=C2)[C@H]2COC[C@@H]2O)OCC